glyceryl undecylenate (glyceryl undecylenate) C(C(O)CO)C(C(=O)O)CCCCCCCC=C.C(CCCCCCCCC=C)(=O)OCC(O)CO